C(C)(C)(C)OC(=O)N1C[C@H](CCC1)NC=1C2=C(N=CN1)C(=CC(=N2)C2=CC=C(C=C2)C2(CC2)O)C(N)=O.BrC=2C=NN(C2)CC2=C(C=CC=C2)N2CCOCC2 4-(2-((4-bromo-1H-pyrazol-1-yl)methyl)phenyl)morpholine tert-butyl-(3S)-3-([8-carbamoyl-6-[4-(1-hydroxycyclopropyl)phenyl]pyrido[3,2-d]pyrimidin-4-yl]amino)piperidine-1-carboxylate